7-(prop-2-yn-1-yl)-7H-pyrrolo[2,3-d]pyrimidin-4-amine C(C#C)N1C=CC2=C1N=CN=C2N